FC(CCC(=O)N1CCC(CC1)C1=NC=CC=N1)(F)F 4,4,4-trifluoro-1-[4-(pyrimidin-2-yl)piperidin-1-yl]butan-1-one